C12COCC(CC1)N2C(=O)N2CC1=C(C=C(C=C1CC2)C=2C=C1C(=NC2)NC=C1Cl)[C@H]1NCCOC1 (3-oxa-8-azabicyclo[3.2.1]oct-8-yl)(6-(3-chloro-1H-pyrrolo[2,3-b]pyridin-5-yl)-8-((R)-morpholin-3-yl)-3,4-dihydroisoquinolin-2(1H)-yl)methanone